N1C(=O)C=C(N)N=C1 3-deaza-5-azacytosine